ClC=1C=C2CCCN(C2=C(C1)C1=C2C(=NC=C1)C=C(S2)CO)[C@H]2CN(CCC2)C(=O)OC(C)(C)C |r| (±)-tert-butyl 3-(6-chloro-8-(2-(hydroxymethyl)thieno[3,2-b]pyridin-7-yl)-3,4-dihydroquinolin-1(2H)-yl)piperidine-1-carboxylate